ClCCCCCCCCCCCCCCCCCCC=C 20-chloro-1-icosene